NC(C#CC=1C=NC=CC1C1=C(C=2C(NCCC2N1)=O)NC1=C(C(=CC=C1)Cl)OC)(C)C 2-[3-(3-amino-3-methylbut-1-yn-1-yl)pyridin-4-yl]-3-[(3-chloro-2-methoxyphenyl)amino]-1H,5H,6H,7H-pyrrolo[3,2-c]pyridin-4-one